OCC1(CCCC1)NC(=O)C1=CN(CN1CCCCC)C(C)(C)C N-(1-(hydroxymethyl)cyclopentyl)-3-tert-butyl-1-N-pentyl-1H-imidazole-5-carboxamide